ethyl 7-cyano-2-methyl-5-((2-(trifluoromethyl)pyridin-3-yl)methoxy)benzofuran-3-carboxylate C(#N)C1=CC(=CC=2C(=C(OC21)C)C(=O)OCC)OCC=2C(=NC=CC2)C(F)(F)F